ClC1=CC(=NC=N1)OC=1C=C(C(=O)O)C=CC1C 3-((6-chloropyrimidin-4-yl)oxy)-4-methylbenzoic acid